(4-bromophenyl)-2-methyl-1-propanone BrC1=CC=C(C=C1)C(C(C)C)=O